C(C)(C)(C)OC(=O)N[C@H](C(=O)OCC#N)CC1=CC(=CC=C1)C=1C=NC=2N(C1)N=C(C2)C#N cyanomethyl (S)-2-((tert-butoxy-carbonyl)amino)-3-(3-(2-cyanopyrazolo[1,5-a]pyrimidin-6-yl)phenyl)propanoate